(6S,9S)-6-butyl-1,1-difluoro-1-(3-fluorophenyl)-4,7,11-trioxo-9-(((S)-2-oxopyrrolidin-3-yl)methyl)-2-phenyl-3-oxa-5,8,12-triazatetradecan-10-yl acetate C(C)(=O)OC([C@@H](NC([C@@H](NC(OC(C(C1=CC(=CC=C1)F)(F)F)C1=CC=CC=C1)=O)CCCC)=O)C[C@H]1C(NCC1)=O)C(NCC)=O